1-((5-cyclopropyl-1,3,4-oxadiazol-2-yl)methyl)-6-(4-methoxypyrrolo[2,1-f][1,2,4]triazin-5-yl)-2-methyl-1H-imidazo[4,5-b]pyridine C1(CC1)C1=NN=C(O1)CN1C(=NC2=NC=C(C=C21)C=2C=CN1N=CN=C(C12)OC)C